[Si](C)(C)(C(C)(C)C)OCC1=CC(=C(C=O)C(=C1)F)F 4-[[tert-butyl(dimethyl)silyl]oxymethyl]-2,6-difluoro-benzaldehyde